1-(2-(Difluoromethoxy)-5-fluoropyridin-4-yl)-3-isopropyl-N-(4-methyl-1,1-dioxidotetrahydro-2H-thiopyran-4-yl)-2-oxo-2,3-dihydro-1H-benzo[d]imidazole-5-carboxamide FC(OC1=NC=C(C(=C1)N1C(N(C2=C1C=CC(=C2)C(=O)NC2(CCS(CC2)(=O)=O)C)C(C)C)=O)F)F